C(C)(=O)C1=NNC(C2=CC(=C(C=C12)F)F)=O 4-acetyl-6,7-difluoro-2H-phthalazin-1-one